chromanate O1C(CCC2=CC=CC=C12)C(=O)[O-]